7-cyclopropylthieno[3,2-d]pyrimidine-2,4(1H,3H)-dione C1(CC1)C1=CSC2=C1NC(NC2=O)=O